4-(4-(3-[(dimethylamino)methyl]-5-fluorophenoxy)piperidin-1-yl)-3-[4-(7H-pyrrolo[2,3-d]pyrimidin-4-yl)-1H-pyrazol-1-yl]butanenitrile CN(C)CC=1C=C(OC2CCN(CC2)CC(CC#N)N2N=CC(=C2)C=2C3=C(N=CN2)NC=C3)C=C(C1)F